ClC1=C2C(=NC=C1)NC(=N2)C(F)(F)F 7-Chloro-2-(trifluoromethyl)-3H-imidazo[4,5-b]pyridine